(S)-(1-(4-((4-methoxybenzyl)amino)-1,3,5-triazin-2-yl)piperidin-3-yl)methanol HCl salt Cl.COC1=CC=C(CNC2=NC(=NC=N2)N2C[C@H](CCC2)CO)C=C1